bromo-7-fluoro-2-(4-fluorophenyl)-1H-indole BrN1C(=CC2=CC=CC(=C12)F)C1=CC=C(C=C1)F